4-(2-(3-chloro-5-methylphenyl)-6-fluoro-2H-pyrazolo[4,3-b]pyridin-7-yl)-2-cyclopentyl-benzoic acid ClC=1C=C(C=C(C1)C)N1N=C2C(N=CC(=C2C2=CC(=C(C(=O)O)C=C2)C2CCCC2)F)=C1